C[Si](C)(C)N([Si](C)(C)C)[K] bistrimethylsilylaminopotassium